NC1=C(C2=C(N=C(N=C2)C=O)N1C1=C(C(=CC=C1C)OC)C)C(=O)N 6-amino-2-formyl-7-(3-methoxy-2,6-dimethylphenyl)-7H-pyrrolo[2,3-d]pyrimidine-5-carboxamide